[Cl-].[Ca+] calcium(I) chloride